5-methyl-2-(3,4,5-trifluorophenyl)piperidine CC1CCC(NC1)C1=CC(=C(C(=C1)F)F)F